OC1=C(C=CC=C1)C(C=C)=O 1-(2-hydroxyphenyl)-2-propen-1-one